N-(5-((4-Chlorophenoxy)methyl)-1,3,4-thiadiazol-2-yl)-6-methyl-4-morpholinonicotinamide ClC1=CC=C(OCC2=NN=C(S2)NC(C2=CN=C(C=C2N2CCOCC2)C)=O)C=C1